COC=1C=CC=C2NC=C(CCN(CCC)CCC)C12 4-methoxy-N,N-dipropyl-tryptamine